7-azaspiro[3.5]Non-1-ene-7-carboxylic acid C1=CCC12CCN(CC2)C(=O)O